O=C1CC2=CC=CC=C2C(C1)=O 2,4-dioxo-1,2,3,4-tetrahydronaphthalene